ethyl 4-chloro-7-(phenylsulfonyl)-7H-pyrrolo[2,3-d]pyrimidine-5-carboxylate ClC=1C2=C(N=CN1)N(C=C2C(=O)OCC)S(=O)(=O)C2=CC=CC=C2